C(#N)C1=CN(C=C1)C1=NC(=NC(=N1)C1=NC(=CC=C1)C(F)(F)F)NC1=CC(=NC=C1)C(F)(F)F ((S)-3-Cyanopyrrol-1-yl)-6-(6-(trifluoromethyl)pyridin-2-yl)-N-(2-(trifluoromethyl)pyridin-4-yl)-1,3,5-triazin-2-amine